4-bromo-2-[(2R)-2-(4-chlorophenyl)-2-fluoroethyl]-2H-indazole BrC=1C2=CN(N=C2C=CC1)C[C@H](F)C1=CC=C(C=C1)Cl